(2S)-N-(4-fluorophenyl)-2-[1-(3,3,3-trifluoropropanoyl)-1,2,3,4-tetrahydroquinolin-6-yl]propanamide FC1=CC=C(C=C1)NC([C@@H](C)C=1C=C2CCCN(C2=CC1)C(CC(F)(F)F)=O)=O